ClC1=C(C(=CC(=C1)C#N)Cl)NC=1N(C2=NC(=NC=C2N1)N[C@@H]1CC(CC1)(F)F)C1CCC(CC1)C(=O)N (1S,4s)-4-(8-(2,6-dichloro-4-cyanophenylamino)-2-((R)-3,3-difluorocyclopentylamino)-9H-purin-9-yl)cyclohexanecarboxamide